1-benzyl-3-((4-fluorophenyl)sulfonyl)-1,3-dihydro-2H-benzo[d]imidazol-2-one C(C1=CC=CC=C1)N1C(N(C2=C1C=CC=C2)S(=O)(=O)C2=CC=C(C=C2)F)=O